CC1=CC=CC(=N1)C1=NNC=C1C1=NC2=CC(=CN=C2C=C1)N1CC(CC1)N1CCCC1 2-[3-(6-methyl-2-pyridyl)-1H-pyrazol-4-yl]-7-(3-pyrrolidin-1-ylpyrrolidin-1-yl)-1,5-naphthyridine